C(#C)C=1C(=CC=C2C=C(C=C(C12)C=1C(=C2C(=CN1)N(C=C2C)C2C1CN(C(C2)CC1)C(=O)OC(C)(C)C)F)OCOC)F tert-butyl 5-[5-[8-ethynyl-7-fluoro-3-(methoxymethoxy)-1-naphthyl]-4-fluoro-3-methyl-pyrrolo[2,3-c]pyridin-1-yl]-2-azabicyclo[2.2.2]octane-2-carboxylate